4,8-bis(4-methoxyphenyl)-2,3,6,7-tetrahydro-s-indacene-1,5-dione COC1=CC=C(C=C1)C1=C2CCC(C2=C(C=2CCC(C12)=O)C1=CC=C(C=C1)OC)=O